O=C1C2=C(C(C=3C4=CC(=CC=C4NC13)C(=O)OC(C)(C)C)=O)C=CC=C2 tert-butyl 6,11-dioxo-6,11-dihydro-5H-benzo[b]carbazole-2-carboxylate